CN(C1=CN=C(S1)/C=C/C=C/C=1SC[C@@H](N1)C(=O)OC)C methyl (S)-2-((1E,3E)-4-(5-(dimethylamino) thiazol-2-yl) but-1,3-dien-1-yl)-4,5-dihydrothiazole-4-carboxylate